2-(2-(benzo[d]oxazol-5-yl)-3-bromoanilino)benzoic acid O1C=NC2=C1C=CC(=C2)C2=C(NC1=C(C(=O)O)C=CC=C1)C=CC=C2Br